2-((Ethoxythiocarbonyl)thio)acetic acid C(C)OC(=S)SCC(=O)O